(4R)-6-{[1-(chloroacetyl)azetidin-3-yl]amino}-4-(3-chloro-2-fluorophenyl)-5-fluoro-2-(4-fluoro-1-methyl-1H-pyrazol-3-yl)-4-methyl-3,4-dihydro-2,7-naphthyridin-1(2H)-one ClCC(=O)N1CC(C1)NC=1C(=C2[C@@](CN(C(C2=CN1)=O)C1=NN(C=C1F)C)(C)C1=C(C(=CC=C1)Cl)F)F